N-(bis(2-methoxyphenyl)phosphaneyl)-N-methyl-1,1-bis(3-(tributylsilyl)phenyl)phosphanamine COC1=C(C=CC=C1)P(N(P(C1=CC(=CC=C1)[Si](CCCC)(CCCC)CCCC)C1=CC(=CC=C1)[Si](CCCC)(CCCC)CCCC)C)C1=C(C=CC=C1)OC